tert-butyl (S)-(4-(2,2,2-trifluoro-1-(N-methyl-1,1-dioxidotetrahydro-2H-thiopyran-4-carboxamido)ethyl)phenyl)carbamate FC([C@@H](N(C(=O)C1CCS(CC1)(=O)=O)C)C1=CC=C(C=C1)NC(OC(C)(C)C)=O)(F)F